2-(2,6-di-p-tolylpyrylium-4-yl)pyridin-1-ium bis(tetrafluoroborate) F[B-](F)(F)F.F[B-](F)(F)F.C1(=CC=C(C=C1)C1=[O+]C(=CC(=C1)C1=[NH+]C=CC=C1)C1=CC=C(C=C1)C)C